ClC=1C=[N+](C=C(C1)Cl)[O-] 3,5-dichloropyridine 1-oxide